1-((trans)-4-((7-(2-(1-(4-chlorobenzoyl)-5-methoxy-2-methyl-1H-indol-3-yl)acetyl)-7H-pyrrolo[2,3-d]pyrimidin-4-yl)(methyl)amino)cyclohexyl)-N-methylmethanesulfonamide ClC1=CC=C(C(=O)N2C(=C(C3=CC(=CC=C23)OC)CC(=O)N2C=CC3=C2N=CN=C3N([C@@H]3CC[C@H](CC3)CS(=O)(=O)NC)C)C)C=C1